(3,5-difluorophenoxy)butanoic acid FC=1C=C(OC(C(=O)O)CC)C=C(C1)F